N-[2-[6-[(6-methoxy-2-pyridinyl)amino]-1-(methylamino)-2,7-naphthyridin-4-yl]-1,3-benzoxazol-5-yl]-N-methyl-acetamide COC1=CC=CC(=N1)NC=1C=C2C(=CN=C(C2=CN1)NC)C=1OC2=C(N1)C=C(C=C2)N(C(C)=O)C